ethyl 2-benzyloxy-2-(trifluoromethyl)hex-5-enoate C(C1=CC=CC=C1)OC(C(=O)OCC)(CCC=C)C(F)(F)F